C(C)(C)(C)OC(=O)N1CC(C2=CC=CC=C12)N1C(N(C2=NC(=NC=C2C1)NC1=CC=C(C=C1)N1CCN(CC1)C)C)=O 3-[1-methyl-7-[4-(4-methylpiperazin-1-yl)anilino]-2-oxo-4H-pyrimido[4,5-d]pyrimidin-3-yl]indoline-1-carboxylic acid tert-butyl ester